(2s,4s)-6-oxo-7-oxa-5-azaspiro[3.4]octane-2-carboxylic acid O=C1NC2(CC(C2)C(=O)O)CO1